ClC1=C(C=CC=C1)C1=C(C(=CC=C1)NC(=O)[C@H]1N(C[C@@H](C1)F)C(CN1N=C(C2=CC(=CC=C12)C=1C=NNC1)C(=O)N)=O)F 1-(2-((2S,4R)-2-(2'-chloro-2-fluorobiphenyl-3-ylcarbamoyl)-4-fluoropyrrolidin-1-yl)-2-oxoethyl)-5-(1H-pyrazol-4-yl)-1H-indazole-3-carboxamide